5-(2-morpholinopyridin-4-yl)benzoate O1CCN(CC1)C1=NC=CC(=C1)C=1C=CC=C(C(=O)[O-])C1